ClC=1C=C(NC2(CCC3(C(=CC4=CC=CC=C34)COCCC3=CC(=CC=C3)C)CC2)C(=O)O)C=CC1 (1s,4s)-4-(3-chloroanilino)-2'-{[2-(3-methylphenyl)ethoxy]methyl}spiro[cyclohexane-1,1'-indene]-4-carboxylic acid